C(C=C)(=O)NC(CS(=O)(=O)[O-])(C)C.[NH4+] ammonium 2-acrylamido-2-methylpropanesulphonate